N,N-dimethyl-6-(2-(3-methylpyridin-2-ylamino)thiazol-4-yl)nicotinamide CN(C(C1=CN=C(C=C1)C=1N=C(SC1)NC1=NC=CC=C1C)=O)C